5-(4-bromophenyl)-1-(4-methoxybenzyl)-4-methyl-1H-1,2,3-triazole BrC1=CC=C(C=C1)C1=C(N=NN1CC1=CC=C(C=C1)OC)C